N1=NC=C2N1C(=CC=N2)N triazolo[1,5-a]pyrimidin-7-amine